(2-(benzyloxy)-4,6-dihydroxyphenyl)(5-((methylamino)methyl)isoindolin-2-yl)methanone C(C1=CC=CC=C1)OC1=C(C(=CC(=C1)O)O)C(=O)N1CC2=CC=C(C=C2C1)CNC